4-(5-Fluoro-6-(6-((6-methoxypyridin-3-yl)methyl)-3,6-diazabicyclo[3.1.1]hept-3-yl)pyridin-3-yl)-6-(2-hydroxy-2-methylpropyloxy)pyrazolo[1,5-a]pyridine-3-carbonitrile FC=1C=C(C=NC1N1CC2N(C(C1)C2)CC=2C=NC(=CC2)OC)C=2C=1N(C=C(C2)OCC(C)(C)O)N=CC1C#N